8-(N-toluenesulfonyl)aminoquinoline tert-butyl-(1-((3-((1-(azetidin-3-yl)piperidin-4-yl)oxy)phenyl)sulfonyl)piperidin-4-yl)-carbamate C(C)(C)(C)N(C(O)=O)C1CCN(CC1)S(=O)(=O)C1=CC(=CC=C1)OC1CCN(CC1)C1CNC1.C(C1=CC=CC=C1)S(=O)(=O)NC=1C=CC=C2C=CC=NC12